FC1=C(OCCCCCNCCCCCCNC2=CC3=C(N=NN(C3=O)C3C(NC(CC3)=O)=O)C=C2)C(=CC=C1F)C=1N=C(SC1)N1CCOCC1 3-(6-((6-((5-(2,3-difluoro-6-(2-morpholinothiazol-4-yl)phenoxy)pentyl)amino)hexyl)amino)-4-oxobenzo[d][1,2,3]triazin-3(4H)-yl)piperidine-2,6-dione